3-[5-[1-[4-[(3R,5R)-5-[(5-bromo-1-methyl-6-oxo-pyridazin-4-yl)amino]-1-methyl-3-piperidyl]benzoyl]-4-piperidyl]-1-oxo-isoindolin-2-yl]piperidine-2,6-dione BrC1=C(C=NN(C1=O)C)N[C@@H]1C[C@@H](CN(C1)C)C1=CC=C(C(=O)N2CCC(CC2)C=2C=C3CN(C(C3=CC2)=O)C2C(NC(CC2)=O)=O)C=C1